(R)-N-(8-(1-methoxyethyl)-2-methylimidazo[1,2-b]pyridazin-7-yl)-N'-(6-(2H-1,2,3-triazol-2-yl)-5-(trifluoromethyl)pyridin-3-yl)urea CO[C@H](C)C=1C=2N(N=CC1NC(=O)NC=1C=NC(=C(C1)C(F)(F)F)N1N=CC=N1)C=C(N2)C